racemic-((5R,9S)-3-(3,5-Difluorophenyl)-2-methyl-4,5,6,7,8,9-hexahydro-2H-5,9-epiminocycloocta[c]pyrazol-10-yl)(quinolin-6-yl)methanone FC=1C=C(C=C(C1)F)C1=C2C(=NN1C)[C@@H]1CCC[C@H](C2)N1C(=O)C=1C=C2C=CC=NC2=CC1 |r|